3-(3-trifluoromethyl-phenyl)propionyl chloride FC(C=1C=C(C=CC1)CCC(=O)Cl)(F)F